tert-butyl 4-(5-bromo-7-fluoro-1H-benzo[d]imidazol-2-yl)piperidine-1-carboxylate BrC1=CC2=C(NC(=N2)C2CCN(CC2)C(=O)OC(C)(C)C)C(=C1)F